(2R,3S)-3-((5-fluoro-2-(2-methoxy-7-methylquinoxalin-5-yl)benzo[d]thiazol-6-yl)oxy)butan-2-yl (5-methylpyrazin-2-yl)carbamate CC=1N=CC(=NC1)NC(O[C@H](C)[C@H](C)OC1=CC2=C(N=C(S2)C2=C3N=CC(=NC3=CC(=C2)C)OC)C=C1F)=O